9-((S)-2-aminopropyl)-5-(2-bromo-4-fluorophenyl)-9-hydroxy-1-oxa-3,4-diazaspiro[5.5]undec-4-en-2-one N[C@H](CC1(CCC2(C(=NNC(O2)=O)C2=C(C=C(C=C2)F)Br)CC1)O)C